trans-2-(4-aminocyclohexyl)ethanol hydrochloride Cl.N[C@@H]1CC[C@H](CC1)CCO